7-methoxy-2-oxo-1,2-dihydroquinoline-3-carboxylic acid COC1=CC=C2C=C(C(NC2=C1)=O)C(=O)O